4-((3-(8-(((3S,4R)-3-fluoro-1-methylpiperidin-4-yl)amino)-3-vinylimidazo[1,2-a]pyridin-2-yl)prop-2-yn-1-yl)amino)-3-methoxy-N,N-dimethylbenzenesulfonamide F[C@H]1CN(CC[C@H]1NC=1C=2N(C=CC1)C(=C(N2)C#CCNC2=C(C=C(C=C2)S(=O)(=O)N(C)C)OC)C=C)C